2-(benzylthio)-4,4-dimethyl-4H,6H,7H-pyrazolo[3,2-C][1,4]oxazine C(C1=CC=CC=C1)SC=1C=C2C(OCCN2N1)(C)C